2-[1-[4-[(2,6-dioxo-3-piperidinyl)amino]-2-fluoro-phenyl]-4-hydroxy-4-piperidinyl]acetic acid tert-butyl ester C(C)(C)(C)OC(CC1(CCN(CC1)C1=C(C=C(C=C1)NC1C(NC(CC1)=O)=O)F)O)=O